6'-Amino-N-(1-(2-(2-methoxyethoxy)ethyl)-3-(pyridin-2-yl)-1H-pyrazol-4-yl)-[2,3'-bipyridin] NC1=CC=C(C=N1)C=1N(CC=CC1)C=1C(=NN(C1)CCOCCOC)C1=NC=CC=C1